C(C)C1=C(C=CC(=C1)O)C1=CC=C2C(=NNC2=C1)C1=NC2=C(N1)CN(C2)C(=O)C2=NC=C(N=C2)N2CCN(CC2)C (2-(6-(2-ethyl-4-hydroxyphenyl)-1H-indazol-3-yl)pyrrolo[3,4-d]imidazole-5(1H,4H,6H)-yl)(5-(4-methylpiperazin-1-yl)pyrazin-2-yl)methanone